ONC(=O)C1N(CCCC1)S(=O)(=O)C1=CC=CC=C1 N-hydroxy-1-(phenylsulfonyl)piperidine-2-carboxamide